FC=1C=C(C=C(C1)C(F)(F)F)C1=CC(=C2C(=N1)N=C(N2)C=2N=CC(=NC2)N2CCN(CCC2)CC(=O)OCC)N(C)CC2(CCC2)COC Ethyl [4-(5-{5-[3-fluoro-5-(trifluoromethyl)phenyl]-7-[{[1-(methoxymethyl)cyclobutyl]methyl}(methyl)amino]-1H-imidazo[4,5-b]pyridin-2-yl}pyrazin-2-yl)-1,4-diazepan-1-yl]acetate